2-[(1Z)-5-fluoro-1-({2-methoxy-4-[4-(propan-2-yl)phenoxy]phenyl}-methylidene)-2-methyl-1H-inden-3-yl]acetic acid FC=1C=C2C(=C(/C(/C2=CC1)=C/C1=C(C=C(C=C1)OC1=CC=C(C=C1)C(C)C)OC)C)CC(=O)O